2-(3-(2-(4-chloro-1H-pyrrolo[3,2-c]quinolin-1-yl)ethyl)phenoxy)ethan-1-ol ClC1=NC=2C=CC=CC2C2=C1C=CN2CCC=2C=C(OCCO)C=CC2